CN([C@@H]1[C@H](CC[C@@H](C1)C1=CC(=CC=C1)SC(F)(F)F)OC1=CC=C(C=N1)S(=O)(=O)NC1=NC=NC=C1)C 6-(((1S,2S,4S)-2-(dimethylamino)-4-(3-((trifluoro-methyl)thio)phenyl)cyclohexyl)oxy)-N-(pyrimidin-4-yl)pyridine-3-sulfonamide